ClCC=1C=NC2=CC=C(C=C2C1C(C)C)C1=NC(=NC=C1F)N[C@H]1[C@@H](COCC1)O (3S,4R)-4-((4-(3-(chloromethyl)4-isopropylquinolin-6-yl)-5-fluoropyrimidin-2-yl)amino)tetrahydro-2H-pyran-3-ol